(S)-4-(2-chloro-[1,2,4]triazolo[1,5-a]pyridin-6-yl)-2-methylmorpholine ClC1=NN2C(C=CC(=C2)N2C[C@@H](OCC2)C)=N1